8-chloro-6-hydroxycaprylic acid ClCCC(CCCCC(=O)O)O